[W+3].C(C1=CC=CC=C1)OC[C@H](COCCCCCCCCCCCCCO)O 13-[(2S)-3-benzyloxy-2-hydroxypropoxy]tridecan-1-ol Tungsten(III)